cis-2-Buten C\C=C/C